1-(4-(trifluoromethyl)phenyl)-1,2,3,4-tetrahydroquinoline-3-carbaldehyde FC(C1=CC=C(C=C1)N1CC(CC2=CC=CC=C12)C=O)(F)F